FC(C1=NC=CC(=C1)N1CC(C1)CC(=O)O)(F)F [1-(2-trifluoromethyl-pyridin-4-yl)-azetidin-3-yl]-acetic acid